L-6,7-dimethoxycoumarin COC=1C=C2C=CC(OC2=CC1OC)=O